C(=O)(O)CCN1C(C(C2=CC=CC=C12)(C)C)\C=C\C1CCSC2=CC3=CC=C(C=C3C=C12)O (E)-1-(2-carboxyethyl)-2-(2-(6-hydroxy-2,3-dihydro-1H-thiaanthracen-4-yl)vinyl)-3,3-dimethyl-3H-indole